C1(CC1)N1CCN(CC1)C1=NC=CC(=C1)CN1N=C(C=C1C)C1=NC(=NO1)C1=CC=C(C=C1)OC(F)(F)F 1-cyclopropyl-4-[4-[[5-methyl-3-[3-[4-(trifluoromethoxy)phenyl]-1,2,4-oxadiazol-5-yl]-1H-pyrazol-1-yl]methyl]-2-pyridinyl]-piperazine